BrC1=C(C=C(C(=O)N2CC=3N(CC2)C(N(C3C(=O)NCC3=C(C=CC=C3)F)C3=CC=C(C=C3)OC)=O)C=C1)Cl 7-(4-bromo-3-chloro-benzoyl)-N-[(2-fluorophenyl)methyl]-2-(4-methoxyphenyl)-3-oxo-6,8-dihydro-5H-imidazo[1,5-a]pyrazine-1-carboxamide